3-[(4-chlorophenyl)methyl]-2-hydroxy-1-methyl-2-(1H-1,2,4-triazol-1-ylmethyl)cyclopentanecarboxylate ClC1=CC=C(C=C1)CC1C(C(CC1)(C(=O)[O-])C)(CN1N=CN=C1)O